tert-butyl (3-chloro-5-(tetrahydrofuran-3-yl)phenyl)carbamate ClC=1C=C(C=C(C1)C1COCC1)NC(OC(C)(C)C)=O